N(=NC(C(=O)NC(CO)(CO)CO)(C)C)C(C(=O)NC(CO)(CO)CO)(C)C 2,2'-azobis{2-methyl-N-[1,1-bis(hydroxymethyl)-2-hydroxyethyl]propaneamide}